ω-bromo-2-chloro-3,4'-dichlorophenyloxyacetophenone BrC(C(=O)C1=CC=C(C=C1)Cl)OC1=C(C(=CC=C1)Cl)Cl